Cl.C1(CCCCC1)CN1N=C(C=C1OC([2H])([2H])C1=C(C=CC(=C1)F)F)CNC 1-[1-(Cyclohexylmethyl)-5-{[(2,5-difluorophenyl)(2H2)methyl]oxy}-1H-pyrazol-3-yl]-N-methylmethanamine Hydrochloride